Ethyl 4-phenylpentanoate C1(=CC=CC=C1)C(CCC(=O)OCC)C